3-(BUTAN-2-YLOXY)PROPANOIC ACID CC(CC)OCCC(=O)O